(5-(Tetradecan-7-yloxy) furan-2-yl) methanesulfonate CS(=O)(=O)OC=1OC(=CC1)OC(CCCCCC)CCCCCCC